NC1CC(C1)C(=O)N1CCC(CC1)N1N=CC(=C1)C=1C=C(C=2N(C1)N=CC2C#N)OC 6-(1-(1-((1r,3r)-3-aminocyclobutane-1-carbonyl)piperidin-4-yl)-1H-pyrazol-4-yl)-4-methoxypyrazolo[1,5-a]pyridine-3-carbonitrile